C(#C)C=1C=NC2=C(C=C(C=C2C1)OC(C(=S)NCCF)C)C 2-[(3-ethynyl-8-methyl-6-quinolinyl)oxy]-N-(2-fluoroethyl)-2-methylthioacetamide